(2R)-3-(((2,3-bis((3-aminopropanoyl)oxy)propoxy)(hydroxy)phosphoryl)oxy)propane-1,2-diyl ditetradecanoate hydrochloride Cl.C(CCCCCCCCCCCCC)(=O)OC[C@H](COP(=O)(O)OCC(COC(CCN)=O)OC(CCN)=O)OC(CCCCCCCCCCCCC)=O